1-acetyl-6-(2,4-difluoro-benzyl)-3,3-dimethyl-1,2,3,4-tetrahydro-pyrrolo[3,2-b]pyridin-5-one C(C)(=O)N1CC(C=2NC(C(=CC21)CC2=C(C=C(C=C2)F)F)=O)(C)C